C(C)(C)(C)OC(=O)C1=CC=C(C=C1)[C@@H]1CN(CC[C@H]1CC1=C2C=CN(C2=C(C=C1C)C)C(=O)OC(C)(C)C)CC(C)(C)O tert-butyl 4-(((3R,4R)-3-(4-(tert-butoxycarbonyl) phenyl)-1-(2-hydroxy-2-methylpropyl) piperidin-4-yl) methyl)-5,7-dimethyl-1H-indole-1-carboxylate